CN(C)CC1=C(C=CC(=N1)NC=1C=CC(=C2CNC(C12)=O)C1=CC=NC=C1)C1CCOCC1 7-((6-((dimethylamino)methyl)-5-(tetrahydro-2H-pyran-4-yl)pyridin-2-yl)amino)-4-(pyridin-4-yl)isoindolin-1-one